2-cyclohexyl-N-(2-(furan-2-yl)benzyl)ethanamine hydrochloride Cl.C1(CCCCC1)CCNCC1=C(C=CC=C1)C=1OC=CC1